((1S,2R,5R)-3-(2-chloropyrrolo[2,1-f][1,2,4]triazin-4-yl)-3-azabicyclo[3.1.0]hex-2-yl)methanol ClC1=NN2C(C(=N1)N1[C@H]([C@H]3C[C@H]3C1)CO)=CC=C2